2-(4-(6-((4-cyano-2-fluorobenzyl)oxy)pyridin-2-yl)-2,5-difluorobenzyl)-1-((2-cyclopropyltetrahydrofuran-2-yl)methyl)-1H-benzo[d]imidazole-6-carboxylic acid C(#N)C1=CC(=C(COC2=CC=CC(=N2)C2=CC(=C(CC3=NC4=C(N3CC3(OCCC3)C3CC3)C=C(C=C4)C(=O)O)C=C2F)F)C=C1)F